C(C)(C)(C)OC(=O)NC1=CC=C(C=C1)C=1N(C2=CC(=C(C=C2C1)OC)C(=O)O)C1CCC1 2-(4-((tert-Butyloxycarbonyl)amino)phenyl)-1-cyclobutyl-5-methoxy-1H-indole-6-carboxylic acid